N1=C(C=CC=C1)CN(CCNC(OC(C)(C)C)=O)CC1=NC=CC=C1 tert-butyl N-{2-[bis(pyridin-2-ylmethyl)amino]ethyl}carbamate